C1(=C(C(=CC=C1)C)C)N(C(O)=O)C.C(N)(OCC=1C=C(C(=CC1)C)C)=O 5-xylylmethyl carbamate (xylyl methylcarbamate)